COC1=CC=C(CN2N=C(C(=CC2=O)C)N[C@H]2CN(CCC2)C)C=C1 (R)-2-(4-methoxybenzyl)-5-methyl-6-((1-methylpiperidin-3-yl)amino)pyridazin-3(2H)-one